5-fluoro-N-(2-fluoro-6-methylphenyl)-4-(3-oxo-5,6-dihydro-3H-[1,2,4]triazolo[3,4-c][1,4]oxazin-2(8H)-yl)benzamide FC=1C(=CC=C(C(=O)NC2=C(C=CC=C2C)F)C1)N1N=C2COCCN2C1=O